(S)-4-(tert-butyl(methyl)amino)-1-(5-methyl-4-((3-methyl-4-((6-methylpyridin-3-yl)oxy)phenyl)amino)-5,8-dihydropyrido[4',3':4,5]thieno[2,3-d]pyrimidin-7(6H)-yl)but-2-en-1-one C(C)(C)(C)N(CC=CC(=O)N1CC2=C(C3=C(N=CN=C3NC3=CC(=C(C=C3)OC=3C=NC(=CC3)C)C)S2)[C@@H](C1)C)C